Cl.FC=1C=C(C(=NC1)OC)CNCC N-((5-fluoro-2-methoxypyridin-3-yl)methyl)ethane-1-amine hydrochloride